(1R,2S,5S)-N-[cyano(1,6-naphthyridin-8-yl)methyl]-6,6-dimethyl-3-[(2S)-3-methyl-2-[(2,2,2-trifluoroacetyl)amino]butanoyl]-3-azabicyclo[3.1.0]hexane-2-carboxamide C(#N)C(NC(=O)[C@@H]1[C@H]2C([C@H]2CN1C([C@H](C(C)C)NC(C(F)(F)F)=O)=O)(C)C)C=1C=NC=C2C=CC=NC12